N-(7-aminoheptyl)-2-(2,6-dioxopiperidin-3-yl)-1-oxoisoindoline-5-carboxamide hydrochloride Cl.NCCCCCCCNC(=O)C=1C=C2CN(C(C2=CC1)=O)C1C(NC(CC1)=O)=O